7-[5-(2-isopropylthiazol-4-yl)benzimidazol-1-yl]-5-methoxy-2,3-dihydro-1,3-benzoxazin-4-one C(C)(C)C=1SC=C(N1)C1=CC2=C(N(C=N2)C2=CC3=C(C(NCO3)=O)C(=C2)OC)C=C1